C(C)(C)(C)C=1C=CC=2N(C3=CC=C(C=C3C2C1)C(C)(C)C)C1=CC=C(C=C1)N(C1=CC=C(C=O)C=C1)C1=CC=C(C=C1)N1C2=CC=C(C=C2C=2C=C(C=CC12)C(C)(C)C)C(C)(C)C 4-(bis(4-(3,6-di-t-butyl-9H-carbazol-9-yl)phenyl)amino)benzaldehyde